(2S,3R,4S,5S)-3-(4-fluorophenyl)-2,4-dimethyl-4-nitro-5-phenylpyrrolidine-2-carboxylic acid methyl ester COC(=O)[C@]1(N[C@H]([C@]([C@@H]1C1=CC=C(C=C1)F)([N+](=O)[O-])C)C1=CC=CC=C1)C